C1(CC1)C1=NC=NC(=C1C1=NC=C(C(=N1)NCC1=CC=C(C=C1)CN1CC(CC1)(F)F)/C=C/C(=O)OC)OC methyl (E)-3-(4'-cyclopropyl-4-((4-((3,3-difluoropyrrolidin-1-yl)methyl)benzyl)amino)-6'-methoxy-[2,5'-bipyrimidin]-5-yl)acrylate